(1R,5S,8s)-3-(5-((3-fluorophenyl)ethynyl)-2,3-dihydro-1H-inden-1-yl)-3-azabicyclo-[3.2.1]-octane-8-carboxylic acid FC=1C=C(C=CC1)C#CC=1C=C2CCC(C2=CC1)N1C[C@@H]2CC[C@H](C1)C2C(=O)O